C1(CC1)C1=NN(C=N1)C1CC2(CN(C2)C(=O)N2CC(C2)C=2C=NC(=CC2)N2C[C@](CC2)(C(F)(F)F)O)C1 [6-(3-cyclopropyl-1,2,4-triazol-1-yl)-2-azaspiro[3.3]heptan-2-yl]-[3-[6-[(3R)-3-hydroxy-3-(trifluoromethyl)pyrrolidin-1-yl]-3-pyridinyl]azetidin-1-yl]methanone